CC1=NN2C(N=C(C(=C2C)C[C@H]2CN(CC2)C2=CC=C(C=N2)C=2C=NC(=CC2)CN2CCN(CC2)C)C)=N1 (R)-2,5,7-trimethyl-6-((1-(6'-((4-methylpiperazin-1-yl)methyl)-[3,3'-bipyridin]-6-yl)pyrrolidin-3-yl)methyl)-[1,2,4]triazolo[1,5-a]pyrimidine